4-(hexyloxy)cyclohexanone 4-chloro-2-((2,4-dichloro-phenylimino)meth-yl)-6-hydroxyphenyl-isobutyrate ClC1=CC(=C(C(=C1)O)OC(C(C)C)=O)C=NC1=C(C=C(C=C1)Cl)Cl.C(CCCCC)OC1CCC(CC1)=O